N[C@@](C(=O)O)(CCCCB(O)O)C1CC(C1)NCCC1=CC=C(C=C1)C1=CC=CC=C1 (S)-2-amino-2-((1S,3R)-3-(2-(biphenyl-4-yl)ethylamino)cyclobutyl)-6-boronohexanoic acid